C1(CC1)C1=NN(C=C1)C=1C=C(C#N)C=CC1C(=O)N1CCC(CC1)(F)F 3-(3-cyclopropylpyrazol-1-yl)-4-(4,4-difluoropiperidine-1-carbonyl)benzonitrile